tert-butyl (S)-4-(4-(3-(2-fluoro-3-methyl-5-(methylcarbamoyl)phenyl)-5-((tetrahydrofuran-3-yl)amino)pyrazolo[1,5-a]pyrimidin-6-yl)-1H-pyrazol-1-yl)piperidine-1-carboxylate FC1=C(C=C(C=C1C)C(NC)=O)C=1C=NN2C1N=C(C(=C2)C=2C=NN(C2)C2CCN(CC2)C(=O)OC(C)(C)C)N[C@@H]2COCC2